5-amino-3-bromo-N-(3-chloro-4-fluoro-phenyl)-1-methyl-pyrazole-4-carboxamide NC1=C(C(=NN1C)Br)C(=O)NC1=CC(=C(C=C1)F)Cl